NC1=CC(=C(C(=N1)C1=C(C=2N=C(N=CC2C=N1)OC[C@]12CCCN2C[C@@H](C1)F)F)C1CC1)C 7-(6-amino-3-cyclopropyl-4-methylpyridin-2-yl)-8-fluoro-2-(((2R,7aS)-2-fluorotetrahydro-1H-pyrrolizin-7a(5H)-yl)methoxy)pyrido[4,3-d]pyrimidin